C(C1=CC=CC=C1)C1(CCN(CC1)C1=NC=C(C=C1)C=1C=2N(C=C(C1)OCC)N=CC2C#N)NC(C[C@H](C)O)=O (S)-N-(4-benzyl-1-(5-(3-cyano-6-ethoxypyrazolo[1,5-a]pyridin-4-yl)pyridin-2-yl)piperidin-4-yl)-3-hydroxybutanamide